tert-butyl 6-[[3-(trifluoromethyl)-1,2-benzoxazol-6-yl] methyl]-2-azaspiro[3.3]heptane-2-carboxylate FC(C1=NOC2=C1C=CC(=C2)CC2CC1(CN(C1)C(=O)OC(C)(C)C)C2)(F)F